tert-butyl ((1S,3R)-3-((3',6-difluoro-2'-hydroxy-[1,1'-biphenyl]-3-yl)methyl)-3-(4-(hydroxymethyl)oxazol-2-yl)cyclopentyl)carbamate FC=1C(=C(C=CC1)C1=CC(=CC=C1F)C[C@]1(C[C@H](CC1)NC(OC(C)(C)C)=O)C=1OC=C(N1)CO)O